methyl 9-(4-(tert-butoxy)-2,6-difluorophenyl)-8-(2,4-dichlorophenyl)-6,7-dihydro-5H-benzo[7]annulene-3-carboxylate C(C)(C)(C)OC1=CC(=C(C(=C1)F)C1=C(CCCC2=C1C=CC(=C2)C(=O)OC)C2=C(C=C(C=C2)Cl)Cl)F